N-(5-(4-(2,6-dichloro-3,5-dimethoxyphenyl)imidazo[1,2-a][1,6]naphthyridin-8-yl)-4-methoxy-2-morpholinophenyl)but-2-ynamide ClC1=C(C(=C(C=C1OC)OC)Cl)C=1C=2N(C3=CC(=NC=C3C1)C=1C(=CC(=C(C1)NC(C#CC)=O)N1CCOCC1)OC)C=CN2